Benzyl (4S)-4-((tert-butyldimethylsilyl)oxy)-2-(4-(methoxycarbonyl) Phenyl)piperidine-1-carboxylate [Si](C)(C)(C(C)(C)C)O[C@@H]1CC(N(CC1)C(=O)OCC1=CC=CC=C1)C1=CC=C(C=C1)C(=O)OC